Cl.Cl.CC(C(=O)N)(CCCCCC(=O)N)C dimethyl-suberamide-2HCl